The molecule is a berberine alkaloid that is 5,8,13,13a-tetrahydro-2H,6H-[1,3]dioxolo[4,5-g]isoquinolino[3,2-a]isoquinoline carrying hydroxy and methoxy substituents at positions 9 and 10 respectively. It has a role as an anti-obesity agent and a plant metabolite. It is an organic heteropentacyclic compound, a berberine alkaloid, an aromatic ether, a member of phenols and a tertiary amino compound. COC1=C(C2=C(C[C@H]3C4=CC5=C(C=C4CCN3C2)OCO5)C=C1)O